4-[[2-Ethyl-4-(5-hydroxypyridin-3-yl)phenyl]methyl]piperazin C(C)C1=C(C=CC(=C1)C=1C=NC=C(C1)O)CN1CCNCC1